N-[3-chloro-4-[4-[2-(dimethylamino)acetyl]piperazine-1-carbonyl]phenyl]-5-[6-(dimethylamino)-2,5-difluoro-3-pyridyl]-1-methyl-imidazole-2-carboxamide ClC=1C=C(C=CC1C(=O)N1CCN(CC1)C(CN(C)C)=O)NC(=O)C=1N(C(=CN1)C=1C(=NC(=C(C1)F)N(C)C)F)C